(S)-(3,4-difluorophenyl)oxirane FC=1C=C(C=CC1F)[C@@H]1OC1